(S)-2-(1-acryloyl-4-(7-(8-chloro-7-fluoronaphthalen-1-yl)-6-fluoro-2-((tetrahydro-1H-pyrrolizin-7a(5H)-yl)methoxy)pyridino[2,3-d]pyrimidin-4-yl)piperazin-2-yl)acetonitrile C(C=C)(=O)N1[C@H](CN(CC1)C=1C2=C(N=C(N1)OCC13CCCN3CCC1)N=C(C(=C2)F)C2=CC=CC1=CC=C(C(=C21)Cl)F)CC#N